CNC1=C(C=C(C=C1)[N+](=O)[O-])N N1-methyl-4-nitro-1,2-phenylenediamine